6-(3-fluorophenyl)-1-(3-pyridylmethyl)-3H-imidazo[4,5-b]pyridin-2-one FC=1C=C(C=CC1)C=1C=C2C(=NC1)NC(N2CC=2C=NC=CC2)=O